4-epoxycyclohexylmethyl-3,4-epoxycyclohexylformic acid C12(C(CCCC1)O2)CC21C(CC(CC2)C(=O)O)O1